C(C)O[Si](OCC)(OCC)CCCCCCCCNCCC[Si](OCC)(OCC)OCC (triethoxysilyloctyl)(triethoxysilylpropyl)amine